N-(cyclopentylmethyl)-5-((5-ethynyl-8-methyl-7-oxo-7,8-dihydropyrido[2,3-d]pyrimidin-2-yl)amino)-2-(4-methylpiperazin-1-yl)benzamide C1(CCCC1)CNC(C1=C(C=CC(=C1)NC=1N=CC2=C(N1)N(C(C=C2C#C)=O)C)N2CCN(CC2)C)=O